C(#N)C(C)(C)C=1C=CC=C2C(=CC(=NC12)N(C(OC(C)(C)C)=O)CC1=C(C=C(C=C1)OC)OC)C(=O)N1CCOCC1 tert-Butyl (8-(2-cyanopropan-2-yl)-4-(morpholine-4-carbonyl)quinolin-2-yl)(2,4-dimethoxybenzyl)carbamate